(R)-3-((2-amino-5-bromo-4-fluorophenyl)amino)pyrrolidine-1-carboxylic acid tert-butyl ester C(C)(C)(C)OC(=O)N1C[C@@H](CC1)NC1=C(C=C(C(=C1)Br)F)N